C(C)OC(=O)C1=NC=2C=C3C(=CC2C=C1N)OCC3 7-amino-2,3-dihydrofuro[2,3-g]quinoline-6-carboxylic acid ethyl ester